5-fluoro-2-(5-fluoro-2-methoxy-3-nitrophenyl)pyrimidine FC=1C=NC(=NC1)C1=C(C(=CC(=C1)F)[N+](=O)[O-])OC